3-amino-6-chloro-N-(2-methoxybenzyl)-5-(1H-pyrazol-1-yl)pyrazine di-tert-Butyl-dicarbonate C(C)(C)(C)OC(=O)OC(=O)OC(C)(C)C.NC=1CN(C(=C(N1)N1N=CC=C1)Cl)CC1=C(C=CC=C1)OC